P(OCC1=CC=CC=C1)(OCC1=CC=CC=C1)(=O)Br dibenzyl phosphorobromidate